tertbutyl (2-(2-bromo-6-chloropyridin-4-yl)-2-hydroxyethyl)((R)-2-((tertbutoxycarbonyl)amino)propyl)carbamate BrC1=NC(=CC(=C1)C(CN(C(OC(C)(C)C)=O)C[C@@H](C)NC(=O)OC(C)(C)C)O)Cl